tert-butyl 4-(7-chloroimidazo[1,2-c]pyrimidin-5-yl)piperazine-1-carboxylate ClC1=CC=2N(C(=N1)N1CCN(CC1)C(=O)OC(C)(C)C)C=CN2